tert-butyl (3-{4-[(3S)-3-(trifluoromethoxy)pyrrolidine-1-carbothioyl]-1H-pyrazol-1-yl}bicyclo[1.1.1]pentan-1-yl)carbamate FC(O[C@@H]1CN(CC1)C(=S)C=1C=NN(C1)C12CC(C1)(C2)NC(OC(C)(C)C)=O)(F)F